Cl.Cl.N1C(=NC2=C1C=CC=C2)CCN 2-(1H-benzimidazol-2-yl)ethanamine dihydrochloride